C(C)(C)(C)OC(=O)N1CCC2=CC=CC=C12 2,3-dihydro-1H-indole-1-carboxylic acid tert-butyl ester